(S)-2-(5-(4-chloro-1-oxo-3-(1-((5-oxo-5,8-dihydropyrido[2,3-d]pyrimidin-4-yl)amino)ethyl)-2-phenyl-1,2-dihydroisoquinolin-8-yl)pyrimidin-2-yl)acetonitrile ClC1=C(N(C(C2=C(C=CC=C12)C=1C=NC(=NC1)CC#N)=O)C1=CC=CC=C1)[C@H](C)NC=1C2=C(N=CN1)NC=CC2=O